ClC1=C(C2=C(C(=N1)OS(=O)(=O)C(F)(F)F)C(=NN2C2CC2)C2[C@H]1CN(C[C@@H]21)C(=O)OC(C)(C)C)F tert-butyl (1R,5S,6r)-6-(6-chloro-1-cyclopropyl-7-fluoro-4-(((trifluoromethyl)sulfonyl)oxy)-1H-pyrazolo[4,3-c]pyridin-3-yl)-3-azabicyclo[3.1.0]hexane-3-carboxylate